8-((2S,5r)-4-(2-(difluoromethoxy)-1-(4-fluorophenyl)ethyl)-2,5-dimethylpiperazin-1-yl)-5-methyl-6-oxo-5,6-dihydro-1,5-naphthyridine-2-carbonitrile FC(OCC(C1=CC=C(C=C1)F)N1C[C@@H](N(C[C@H]1C)C1=CC(N(C=2C=CC(=NC12)C#N)C)=O)C)F